C(=O)C1=C(C=CC=C1)S(=O)(=O)[O-].[K+] potassium 2-formylbenzenesulphonate